3-(4-dichlorophosphorylphenyl)-N-[4-(trifluoromethyl)phenyl]pyrazin-2-amine ClP(=O)(Cl)C1=CC=C(C=C1)C=1C(=NC=CN1)NC1=CC=C(C=C1)C(F)(F)F